tert-butyl 5'-chloro-6'-methoxy-5,6-dihydro-[3,3'-bipyridine]-1(2H)-carboxylate ClC=1C=C(C=NC1OC)C=1CN(CCC1)C(=O)OC(C)(C)C